α-hydroxyisopropylbenzeneMethanone OC(=O)C1=C(C=CC=C1)C(C)C